methyl 2-bromo-4-(ethylsulfonylamino)benzoate BrC1=C(C(=O)OC)C=CC(=C1)NS(=O)(=O)CC